bis[4-(diphenylphenyl)phenyl]sulfonium hexafluorophosphate F[P-](F)(F)(F)(F)F.C1(=CC=CC=C1)C=1C(=C(C=CC1)C1=CC=C(C=C1)[SH+]C1=CC=C(C=C1)C1=C(C(=CC=C1)C1=CC=CC=C1)C1=CC=CC=C1)C1=CC=CC=C1